2-anilino-6-(methoxymethyl)-3-phenylquinazolin-4(3H)-one N(C1=CC=CC=C1)C1=NC2=CC=C(C=C2C(N1C1=CC=CC=C1)=O)COC